1,3,5-tris(N-cyclohexyl-N-(1,2,2,6,6-pentamethylpiperazine-3-one-4-yl)amino)-s-triazine C1(CCCCC1)N(N1C(C(N(C(C1)(C)C)C)(C)C)=O)N1CN(CN(C1)N(C1CCCCC1)N1C(C(N(C(C1)(C)C)C)(C)C)=O)N(C1CCCCC1)N1C(C(N(C(C1)(C)C)C)(C)C)=O